methyl (E)-3-(1-(2-fluorophenyl)cyclopropyl)acrylate FC1=C(C=CC=C1)C1(CC1)/C=C/C(=O)OC